N-[5-[(1,3-dioxoisoindol-2-yl)methyl]pyridazin-3-yl]-N-[(4-methoxyphenyl)methyl]cyclopropanesulfonamide O=C1N(C(C2=CC=CC=C12)=O)CC=1C=C(N=NC1)N(S(=O)(=O)C1CC1)CC1=CC=C(C=C1)OC